4-amino-N-((5-ethynylpyridin-2-yl)methyl)-N-(1-methyl-1H-pyrazol-4-yl)-1,3-dihydrofuro[3,4-c]quinoline-8-carboxamide NC1=NC=2C=CC(=CC2C2=C1COC2)C(=O)N(C=2C=NN(C2)C)CC2=NC=C(C=C2)C#C